acryloyl-o-aminobenzoic acid C(C=C)(=O)C=1C(=C(C(=O)O)C=CC1)N